FC=1C=C(C=C(C1)F)C1=CC(=CC=C1)CC1N(CC2(CC2)C1NS(=O)(=O)C)C(=O)OC methyl 6-((3',5'-difluoro-[1,1'-biphenyl]-3-yl)methyl)-7-(methylsulfonamido)-5-azaspiro[2.4]heptane-5-carboxylate